(R)-N-((1H-pyrrolo[3,2-c]pyridine-2-yl)methyl)-2-(5-((1-(dibenzo[b,d]furan-3-yl)ethyl)amino)-2-(2-fluorophenyl)-6-oxopyrimidin-1(6H)-yl)acetamide N1C(=CC=2C=NC=CC21)CNC(CN2C(=NC=C(C2=O)N[C@H](C)C=2C=CC1=C(OC3=C1C=CC=C3)C2)C2=C(C=CC=C2)F)=O